COC1=C(C(=O)P(C2=CC=CC=C2)(C(C2=C(C=C(C=C2OC)OC)OC)=O)=O)C(=CC(=C1)OC)OC bis(2,4,6-trimethoxybenzoyl)-phenylphosphine oxide